1-(tert-butyl) 2-ethyl 3-methoxy-2-methylpyrrolidine-1,2-dicarboxylate COC1C(N(CC1)C(=O)OC(C)(C)C)(C(=O)OCC)C